ClC=1C=C(C=C(C1)Cl)S(=O)(=O)N1CCC2(CC(CO2)NC[C@@H](COC=2C=C(C=CC2)S(=O)(=O)NC)O)CC1 3-((2S)-3-(8-(3,5-dichlorophenylsulfonyl)-1-oxa-8-azaspiro[4.5]decan-3-ylamino)-2-hydroxypropoxy)-N-methylbenzenesulfonamide